tert-butyl 2'-bromo-5'-methyl-9'-oxo-4',5',6',9'-tetrahydrospiro[piperidine-4,8'-pyrano[4,3-d][1,2,4]triazolo[1,5-a]pyrimidine]-1-carboxylate BrC1=NN2C(NC3=C(C2=O)C2(OCC3C)CCN(CC2)C(=O)OC(C)(C)C)=N1